[Cl-].[Cl-].C(C(C)C)C(CC(C)C)=[Zr+2](C1=C(C(=CC=2C3=CC(=C(C=C3CC12)C(C)(C)C)C(C)(C)C)C(C)(C)C)C(C)(C)C)C1C=CC=C1 diisobutylmethylene(cyclopentadienyl)(2,3,6,7-tetra-tert-butylfluorenyl)zirconium dichloride